CC1=C(N=C(N1CC1=CC(=C(C=C1)C1=C(C=CC=C1)S(N(COCC[Si](C)(C)C)C1=NOC(=C1Cl)C)(=O)=O)COCC)CCC)CC Methyl-1-((2'-(N-(4-chloro-5-methylisoxazol-3-yl)-N-((2-(trimethylsilyl)ethoxy)methyl)sulfamoyl)-2-(ethoxymethyl)-[1,1'-biphenyl]-4-yl)methyl)-4-ethyl-2-propyl-1H-imidazole